allyl-potassium trifluoroborate salt B(F)(F)F.C(C=C)[K]